C(=C)[Si](OCCOC)(OCCOC)OCCOC vinyltris(β-methoxyethoxy)silicon